OC(C(=O)C1=CC=CC=C1)(C)C 2-Hydroxy-2,2-dimethylacetophenone